COC1=CC(=C(C(=O)N)C=C1OC)C1=NC(=CN=C1)C=1SC=C(C1)NC(CCCC)=O 4,5-dimethoxy-2-(6-(4-pentanamidothiophen-2-yl)pyrazin-2-yl)benzamide